BrC1=C2C(=C(C(=NC2=CC=C1)C)C(=O)OCC)CCC(=O)O 3-[5-bromo-3-(ethoxycarbonyl)-2-methylquinolin-4-yl]propanoic acid